C(C)(C)(C)C=1NC(=CN1)C=1NC2=CC=C(C=C2C1)SCC(=O)O 2-((2-(2-(tert-Butyl)-1H-imidazol-5-yl)-1H-indol-5-yl)thio)acetic acid